CC=1C=C2C(C=C(OC2=C(C1)C(C)NC1=C(C(=O)OC(C)(C)C)C=CC=C1)C1=CC2=CN(N=C2C=C1)C)=O tert-Butyl 2-[1-[6-methyl-2-(2-methylindazol-5-yl)-4-oxo-chromen-8-yl]ethylamino]benzoate